tert-Butyl (2S,5S)-2-(4-bromophenyl)-5-(hydroxymethyl)pyrrolidine-1-carboxylate BrC1=CC=C(C=C1)[C@H]1N([C@@H](CC1)CO)C(=O)OC(C)(C)C